4-(trifluoromethoxy)benzene-1,3-diol FC(OC1=C(C=C(C=C1)O)O)(F)F